C1=C(C=CC=2C=CCCC12)C(=O)O 7,8-dihydronaphthalene-2-carboxylic acid